2-Imino-thiazolidin-4-one N=C1SCC(N1)=O